(S)-7-(3-fluorophenethyl)-3,4,11,11a-tetrahydropyrimido[6',1':2,3]imidazo[5,1-c][1,4]oxazin-9(1H)-one FC=1C=C(CCC2=NC(N3C(N4[C@H](COCC4)C3)=C2)=O)C=CC1